ClC1=C(N=C(C=2C(N3[C@@H](COC21)CN(CC3)C(=O)OC(C)(C)C)=O)N3[C@H](CN(CC3)C)C)C3=C(C=CC=C3F)Cl tert-butyl (6aR)-4-chloro-3-(2-chloro-6-fluorophenyl)-1-((S)-2,4-dimethylpiperazin-1-yl)-12-oxo-6a,7,9,10-tetrahydro-12H-pyrazino[2,1-c]pyrido[3,4-f][1,4]oxazepine-8(6H)-carboxylate